(R)-N-(1-(4-Cyanophenyl)ethyl)-6-((1-((1-hydroxy-2-methylpropan-2-yl)sulfonyl)cyclopropyl)methyl)-1-methyl-7-oxo-4,5,6,7-tetrahydro-1H-pyrazolo[3,4-c]pyridine-3-carboxamide C(#N)C1=CC=C(C=C1)[C@@H](C)NC(=O)C1=NN(C=2C(N(CCC21)CC2(CC2)S(=O)(=O)C(CO)(C)C)=O)C